ClC=1C=C(C=CC1)NC=1SC=C(N1)C=1SC=C(N1)C1=CC=C(C=C1)F N-(3-chlorophenyl)-4-(4-fluorophenyl)-[2,4'-bithiazole]-2'-amine